2,2-difluorobenzo[d][1,3]dioxol-5-sulfonyl chloride FC1(OC2=C(O1)C=CC(=C2)S(=O)(=O)Cl)F